C1(C=CCCC1)N1N=CC(=C1)C(=O)NC1=CCCC(=C1)NS(=O)(=O)C 1-(cyclohex-2-en-1-yl)-N-(5-(methylsulfonamido)cyclohexa-1,5-dien-1-yl)-1H-pyrazole-4-carboxamide